C(C)(C)(C)C=1SC(=C(N1)C1=C(C(=CC=C1)NS(=O)(=O)C1=C(C=C(C=C1)F)C(F)(F)F)F)C1=NC(=NC=C1)NCCCCC(=O)O 5-((4-(2-(tert-butyl)-4-(2-fluoro-3-((4-fluoro-2-(trifluoromethyl)phenyl)sulfonamido)phenyl)thiazol-yl)pyrimidin-2-yl)amino)pentanoic acid